N-(4-(ethylsulfonyl)benzyl)-8-methyl-10H-phenothiazine-2-carboxamide C(C)S(=O)(=O)C1=CC=C(CNC(=O)C2=CC=3NC4=CC(=CC=C4SC3C=C2)C)C=C1